C(C)(C)(C)OC(=O)NC1CCN(CC1)C=1SC=C(N1)C(=O)N[C@H](C(=O)NC(C(=O)OC)=C)CO Methyl (S)-2-(2-(2-(4-((tert-butoxycarbonyl)amino)piperidin-1-yl)thiazole-4-carboxamido)-3-hydroxypropanamido)acrylate